6-(2-amino-6-fluoro-5-(4-((1S,4R)-3-(2-hydroxy-2-methylpropyl)-3-azabicyclo[3.1.0]hexan-1-yl)phenyl)pyridin-3-yl)-3,4-dihydroisoquinolin-1(2H)-one NC1=NC(=C(C=C1C=1C=C2CCNC(C2=CC1)=O)C1=CC=C(C=C1)[C@]12CN(CC2C1)CC(C)(C)O)F